(R)-2-(5-(4-((1-(3-(1,1-difluoroethyl)-2-fluorophenyl)ethyl)amino)-2-methylquinazolin-6-yl)-2-hydroxyphenyl)-N,N-dimethylacetamide FC(C)(F)C=1C(=C(C=CC1)[C@@H](C)NC1=NC(=NC2=CC=C(C=C12)C=1C=CC(=C(C1)CC(=O)N(C)C)O)C)F